(9R,13S)-tri-tert-butyl-3,11-dioxo-1-phenyl-2-oxa-4,10,12-triazapentadecane-9,13,15-tricarboxylate C(C)(C)(C)OC(=O)[C@@H](CCCCNC(OCC1=CC=CC=C1)=O)NC(N[C@@H](CCC(=O)OC(C)(C)C)C(=O)OC(C)(C)C)=O